C(CCCCC)C1=C(CO)C=CC(=C1)CCCCCC 2,4-dihexylbenzyl alcohol